methyl 2-(4-fluorophenyl)-1H-indole-3-carboxylate FC1=CC=C(C=C1)C=1NC2=CC=CC=C2C1C(=O)OC